6-(1-methyl-1H-indol-3-yl)pyrimidine-2,4-diamine CN1C=C(C2=CC=CC=C12)C1=CC(=NC(=N1)N)N